N1=C(C=CC=C1)C(=O)Cl pyridylformyl chloride